OCC=1C=CC(=NC1)OC 5-(hydroxylmethyl)-2-methoxy-pyridine